ethyl glycidyl ether C(C1CO1)OCC